N-(4-(2-(((1r,4r)-4-(Dimethylamino)cyclohexyl)amino)-8-isopropyl-7-oxo-7,8-dihydropteridin-6-yl)-2,3,5-trifluorophenyl)-3,3,3-trifluoropropane-1-sulfonamide hydrochloride Cl.CN(C1CCC(CC1)NC1=NC=2N(C(C(=NC2C=N1)C1=C(C(=C(C=C1F)NS(=O)(=O)CCC(F)(F)F)F)F)=O)C(C)C)C